CN(C)CC1=C(C=C(C=C1OC)C1=CN(C(C=2C=C(N=CC12)NCC(=O)N(C)C)=O)C)OC 2-[(8-[4-[(dimethylamino)methyl]-3,5-dimethoxyphenyl]-6-methyl-5-oxo-2,6-naphthyridin-3-yl)amino]-N,N-dimethylacetamide